Cl.N[C@H](CC1=C(C=2N=C(N=C(C2S1)NCC1=CC=NO1)Cl)C)C 6-[(2S)-2-aminopropyl]-2-chloro-7-methyl-N-[(1,2-oxazol-5-yl)methyl]thieno[3,2-d]pyrimidin-4-amine hydrochloride